S1(NCCC1)=O 4,5-dihydro-3H-isothiazole 1-oxide